NC1=NC=C(C=C1C(=O)N[C@@H]1[C@H](CCC1)OCC1=CC=C(C=C1)C=1C=C2C=C(NC2=CC1)C)C=1C=NN(C1)C 2-amino-N-[(1S,2S)-2-{[4-(2-methyl-1H-indol-5-yl)phenyl]methoxy}cyclopentyl]-5-(1-methyl-1H-pyrazol-4-yl)pyridine-3-carboxamide